7-methylthio-adenine CSN1C=NC2=NC=NC(=C12)N